CC1=C(C=NC=2OCCNC21)N2CC=1N=C(N=CC1CC2)NC=2C=CC(=NC2)NC(C)=O N-(5-((7-(8-methyl-2,3-dihydro-1H-pyrido[2,3-b][1,4]oxazin-7-yl)-5,6,7,8-tetrahydropyrido[3,4-d]pyrimidin-2-yl)amino)pyridin-2-yl)acetamide